N1=CC=CC=2C=NCCC12 7,8-dihydro-1,6-naphthyridin